C(C)(C)(C)[C@@H](CO)NC(C1=C(C=CC=C1)[N+](=O)[O-])=O N-[(1S)-1-tert-butyl-2-hydroxyethyl]-2-nitrobenzamide